CC=1C=C(C=C(C1C1(CC(=C(C2=CC=CC=C12)N)\N=N\[H])S(=O)(=O)N)C)C1=CC(=C(C(=C1)C)C1(CC(=C(C2=CC=CC=C12)N)\N=N\[H])S(=O)(=O)N)C 1,1'-(3,3',5,5'-tetramethyl[1,1'-biphenyl]-4,4'-diyl)bis{4-amino-3-[(E)-diazenyl]naphthalene-1-sulfonamide}